CC12C=C3CC(CC(C1)C3)(N2)C 1,5-dimethyl-9-azaadamantaneN